cobalt nickel cyanide [Ni](C#N)C#N.[Co]